[NH4+].C1CO1 ethylene oxide, ammonium salt